C(C)(C)(C)OC(NC1=CC(=C(C=C1)OC1CCCC1)[N+](=O)[O-])=O (4-(cyclopentyloxy)-3-nitrophenyl)carbamic acid tert-butyl ester